NC=1C(=C(C(=C(C(=O)NC=2C=C(C=CC2N2CCN(CC2)C)N2NN=C3C2=CC=CN3NC(=O)C3CCN(CC3)C)C1)Cl)C)F N-(1-(3-(5-amino-2-chloro-4-fluoro-3-methylbenzoylamino)-4-(4-methylpiperazin-1-yl)phenyl)-1H-1,2,3-triazolopyridin-4-yl)-1-methylpiperidin-4-carboxamide